1'-(5-((2-amino-3-chloropyridin-4-yl)thio)pyrazin-2-yl)-4,6-dihydrospiro[cyclopenta[d]thiazole-5,4'-piperidin]-4-amine NC1=NC=CC(=C1Cl)SC=1N=CC(=NC1)N1CCC2(CC1)CC1=C(N=CS1)C2N